2-bromo-5-(2,4-difluorophenyl)-6,7-dihydro-5H-pyrrolo[1,2-a]imidazole BrC=1N=C2N(C1)C(CC2)C2=C(C=C(C=C2)F)F